2-(2-{[(1r,4r)-4-(6-{5-cyano-1H-pyrrolo[2,3-b]pyridin-1-yl}-4-[(propan-2-yl)amino]pyridine-3-amido)cyclohexyl]formamido}ethoxy)ethyl (2S,3S)-2-amino-3-methylpentanoate N[C@H](C(=O)OCCOCCNC(=O)C1CCC(CC1)NC(=O)C=1C=NC(=CC1NC(C)C)N1C=CC=2C1=NC=C(C2)C#N)[C@H](CC)C